(2S,4R)-1-[(2S)-2-(4-cyclopropyltriazol-1-yl)-3,3-dimethyl-butanoyl]-4-hydroxy-N-(imidazo[1,2-a]pyridin-7-ylmethyl)pyrrolidine-2-carboxamide C1(CC1)C=1N=NN(C1)[C@H](C(=O)N1[C@@H](C[C@H](C1)O)C(=O)NCC1=CC=2N(C=C1)C=CN2)C(C)(C)C